C(C)(=O)OC1=CC=C(C=C1)[N+](=O)[O-] 4-nitrophenyl acetate